(2,6-Diethoxypyridin-4-yl)methanol C(C)OC1=NC(=CC(=C1)CO)OCC